N-(5-((4-(1-methyl-1H-indol-3-yl)pyrimidin-2-yl)amino)-2-(4-methylpiperazin-1-yl)-4-(trifluoromethoxy)phenyl)acryloylamide CN1C=C(C2=CC=CC=C12)C1=NC(=NC=C1)NC=1C(=CC(=C(C1)C=CC(=O)[NH-])N1CCN(CC1)C)OC(F)(F)F